C(C1=CC=CC=C1)OC1CC(C1)COC1=CC=NC=C1 4-(((1s,3s)-3-(benzyloxy)cyclobutyl)methoxy)pyridine